C(#N)C1=CC=C(C=C1)[C@H](CN[C@@H]([C@@H]1CNC2=C(O1)N=CC(=C2)C(=O)O)C2=CC=CC=C2)C |o1:8| (S)-3-((R)-(((R or S)-2-(4-cyanophenyl)propyl)amino)(phenyl)methyl)-2,3-dihydro-1H-pyrido[2,3-b][1,4]oxazine-7-carboxylic acid